(-)-trans-4-tert-butylcyclohexanol C(C)(C)(C)[C@@H]1CC[C@H](CC1)O